4-benzoylphenyl (4-methacrylamidocyclohexyl) carbonate C(OC1=CC=C(C=C1)C(C1=CC=CC=C1)=O)(OC1CCC(CC1)NC(C(=C)C)=O)=O